ClC1=CC=C(/C=C/N2C(C=CC=C2)=O)C=C1 (E)-1-(4-Chlorostyryl)pyridin-2(1H)-one